BrC1=CC=C(C=C1)N1CCCCC1 (3S)-(4-bromophenyl)piperidine